(S)-2-(amino(cyclopropyl)methyl)-6-(3-fluoropyridin-4-yl)thieno[3,2-d]Pyrimidin-4(3H)-one dihydrochloride Cl.Cl.N[C@H](C=1NC(C2=C(N1)C=C(S2)C2=C(C=NC=C2)F)=O)C2CC2